N-tert-butyl-2-(6-oxoindazolo[2,3-a]quinoxalin-5(6H)-yl)-2-phenylacetamide C(C)(C)(C)NC(C(C1=CC=CC=C1)N1C(C=2N(C=3C=CC=CC13)N=C1C=CC=CC12)=O)=O